S1N=CC=C1C(=O)OC1CN(C1)C=1N=C(C2=C(N1)CC[S+]2[O-])N(C2CCOCC2)C [1-[4-[methyl(tetrahydropyran-4-yl)amino]-5-oxido-6,7-dihydro-thieno[3,2-d]pyrimidin-5-ium-2-yl]azetidin-3-yl] isothiazole-5-carboxylate